(E)-4-(4-(diethylamino)-2-hydroxystyryl)-1-ethylpyridine C(C)N(C1=CC(=C(/C=C/C2=CCN(C=C2)CC)C=C1)O)CC